4-FORMYL-1H-IMIDAZOLE-2-CARBOXYLIC ACID C(=O)C=1N=C(NC1)C(=O)O